C(C)SCCNC(=O)C12CC3(CC(CC(C1)C3)C2)C2=CC=C(C=C2)Cl 3-(4-Chloro-phenyl)-adamantane-1-carboxylic acid (2-ethylsulfanyl-ethyl)-amide